benzo[b]thiophenon S1(C2=C(C=C1)C=CC=C2)=O